7-chloro-8,9-dimethyl-2-(trifluoromethyl)pyrimido[1,2-b]pyridazin-4-one ClC=1C(=C(C=2N(N1)C(C=C(N2)C(F)(F)F)=O)C)C